((4-aminobutyl)amino)-2-methyl-N-(5-methylthiazol-2-yl)benzamide NCCCCNC=1C(=C(C(=O)NC=2SC(=CN2)C)C=CC1)C